S(=O)(=O)(O)O.[Fe](Cl)Cl iron (II) chloride sulfate